N1=C(C=NC=C1)[C@@H]1CCC2OC3(C(N21)=O)CC(C3)OCC3=CC(=CC=C3)CN3N=NC=C3 (5'S)-5'-(pyrazin-2-yl)-3-({3-[(1H-1,2,3-triazol-1-yl)methyl]phenyl}methoxy)tetrahydro-3'H-spiro[cyclobutane-1,2'-pyrrolo[2,1-b][1,3]oxazol]-3'-one